[(2S)-1-methylpyrrolidin-2-yl]diphenylmethanol CN1[C@@H](CCC1)C(O)(C1=CC=CC=C1)C1=CC=CC=C1